ClC1=C(C=CC=C1F)CC(=O)NC1=CC(=NC=C1)N(C(C)=O)C1=CC(=C(C(=C1)F)C)F N-{4-[2-(2-chloro-3-fluorophenyl)acetylamino]pyridin-2-yl}-N-(3,5-difluoro-4-methylphenyl)acetamide